CC=1N=C2N(N=C(C=C2C)C2=CC(=C(C=C2)C2=CC=C(N=N2)C2CN(C2)C(=O)OC(C)(C)C)OCOC)C1 tert-butyl 3-(6-(4-(2,8-dimethylimidazo[1,2-b]pyridazin-6-yl)-2-(methoxymethoxy)phenyl)pyridazin-3-yl)azetidine-1-carboxylate